3,5-dimethoxybenzoic acid COC=1C=C(C(=O)O)C=C(C1)OC